N-(7-bromo-1-cyclobutyl-6-fluoro-1H-benzo[d]imidazol-2-yl)-3,3-dimethylbutanamide BrC1=C(C=CC2=C1N(C(=N2)NC(CC(C)(C)C)=O)C2CCC2)F